COC1=C(C=CC=C1)NC1=NC(=NC(=C1)C(N(C1CC2=CC=CC=C2CC1)C)=O)NC(OC(C)(C)C)=O Tert-butyl (4-((2-methoxyphenyl)amino)-6-(methyl(1,2,3,4-tetrahydronaphthalen-2-yl)carbamoyl)pyrimidin-2-yl)carbamate